2-(p-hydroxyphenyl)-4,5-diphenylimidazole OC1=CC=C(C=C1)C=1NC(=C(N1)C1=CC=CC=C1)C1=CC=CC=C1